(2,4,6-trimethylphenyl)methanone tert-butyl-3-(4-(2-(2,6-dioxopiperidin-3-yl)-1,3-dioxoisoindolin-5-yl)piperazin-1-yl)pyrrolidine-1-carboxylate C(C)(C)(C)OC(=O)N1CC(CC1)N1CCN(CC1)C=1C=C2C(N(C(C2=CC1)=O)C1C(NC(CC1)=O)=O)=O.CC1=C(C(=CC(=C1)C)C)C=O